6-(4-(4-(4-amino-3-fluorophenyl)piperazin-1-yl)piperidin-1-yl)-N-((1r,4r)-4-(4-cyano-3-methoxyphenoxy)cyclohexyl)pyridazine-3-carboxamide NC1=C(C=C(C=C1)N1CCN(CC1)C1CCN(CC1)C1=CC=C(N=N1)C(=O)NC1CCC(CC1)OC1=CC(=C(C=C1)C#N)OC)F